N-Methyl-acetamide CNC(C)=O